NCC1=NNC(C2=CC=C(C=C12)C=1C=NN(C1N1CC=2C=CC=C(C2C1=O)C#N)C)=O 2-(4-(4-(aminomethyl)-1-oxo-1,2-dihydro-phthalazin-6-yl)-1-methyl-1H-pyrazol-5-yl)-3-oxo-2,3-dihydro-1H-isoindole-4-carbonitrile